[Si](C1=CC=CC=C1)(C1=CC=CC=C1)(C(C)(C)C)C#C[C@](C[C@@H]1[C@H](O1)[C@H](C)[C@H](CC)O)(C)O (2R,3S)-2-((2R,3R)-3-((R)-4-(tert-butyldiphenylsilyl)-2-hydroxy-2-methylbut-3-yn-1-yl)oxiran-2-yl)pentan-3-ol